(1r,4r)-4-(4-imino-5,6-diphenyl-7-(3-(5-(piperazin-1-yl)pent-1-yn-1-yl)benzyl)-4,7-dihydro-3H-pyrrolo[2,3-d]pyrimidin-3-yl)cyclohexan-1-ol N=C1C2=C(N=CN1C1CCC(CC1)O)N(C(=C2C2=CC=CC=C2)C2=CC=CC=C2)CC2=CC(=CC=C2)C#CCCCN2CCNCC2